CCCCCCC(C)NC1=CC=C(C=C1)NC(C)CCCCCC N,N'-bis(1-methylheptyl)-p-phenylenediamine